N-[4-amino-8-(trans-4-aminocyclohexoxy)-5,5-dimethyl-6H-benzo[h]quinazolin-7-yl]-2-hydroxy-N-methyl-acetamide NC1=NC=NC=2C3=C(CC(C12)(C)C)C(=C(C=C3)O[C@@H]3CC[C@H](CC3)N)N(C(CO)=O)C